2-((4-ethoxyphenyl)amino)-N-(3-(methylsulfonamido)phenyl)thiazole-4-carboxamide C(C)OC1=CC=C(C=C1)NC=1SC=C(N1)C(=O)NC1=CC(=CC=C1)NS(=O)(=O)C